Cl.NC(C(C)C)C=1SC=CC1C(=O)O 2-(1-Amino-2-methylpropyl)thiophene-3-carboxylic acid hydrochloride salt